FC1(CN(C1)CC(C(=O)OC(C)(C)C)=C)F tert-butyl 2-((3,3-difluoroazetidin-1-yl)methyl)acrylate